OCCN(CCN(CCO)CCO)CCO N,N,N',N'-Tetrakis(2-hydroxyethyl)-ethylenediamine